C(C)(C)(C)C=1C=C(C(=O)OC2=C(C=CC=C2)CCCC)C=C(C1O)C(C)(C)C butylphenyl 3,5-di-tert-butyl-4-hydroxybenzoate